tertbutyl 8,9-dihydro-5H-[1,2,3]triazino[5,4-c]azepine-6(7H)-carboxylate N1=NN=CC=2CN(CCCC21)C(=O)OC(C)(C)C